C12CN(CC(CC1)O2)C(C)N (8-oxa-3-azabicyclo[3.2.1]Oct-3-yl)ethan-1-amine